4-chloro-2-(3,5-dimethylphenyl)indolo[3,2,1-de]pyrido[4,3,2-gh]phenanthridine ClC=1C=2C3=C(N4C=5C(=CC=CC5C3=CC1)C1=CC=CC=C14)C=C(N2)C2=CC(=CC(=C2)C)C